(1R,4R)-4-((2-(acryloyloxy)ethoxy)carbonyl)cyclohexane-1-carboxylic acid C(C=C)(=O)OCCOC(=O)C1CCC(CC1)C(=O)O